gamma-ureidopropyl-triethoxysilane N(C(=O)N)CCC[Si](OCC)(OCC)OCC